COC(CCCCCCC\C=C/CCCCCC)=O.BrC1=C2C=CC=CC2=C(C2=CC=CC=C12)C1=CC=CC=2OC3=C(C21)C=CC=C3 1-(10-bromoanthracen-9-yl)dibenzofuran methyl-Z-9-hexadecenoate